2-[[(2-Hydroxyphenyl)imino]methyl]-phenol OC1=C(C=CC=C1)N=CC1=C(C=CC=C1)O